Methyl 1-(2,4-dimethylbenzyl)-2-(1-methyl-4-(3-(trifluoromethyl)phenoxy)-1H-1,2,3-triazole-5-carbonyl)hydrazine-1-carboxylate CC1=C(CN(NC(=O)C2=C(N=NN2C)OC2=CC(=CC=C2)C(F)(F)F)C(=O)OC)C=CC(=C1)C